4-(4-methyl-piperazin-1-yl)-N-{6-[2-(4-trifluoromethyl-benzyloxy)-ethoxy]-1H-indazol-3-yl}-benzamide hydrogensulfate salt S(=O)(=O)(O)O.CN1CCN(CC1)C1=CC=C(C(=O)NC2=NNC3=CC(=CC=C23)OCCOCC2=CC=C(C=C2)C(F)(F)F)C=C1